C(C1=CC=CC=C1)OC(CCC1NC(C(NC1=O)CC1=CC=CC=C1)=O)=O 3-(5-benzyl-3,6-dioxopiperazine-2-yl)propanoic acid benzyl ester